8-naphthylamine C1=CC=CC2=CC=CC(=C12)N